(R)-8-(4-(1-methylazetidine-2-carbonyl)piperazin-1-yl)-N-(1-methylcyclopropyl)-3-(5-(trifluoromethyl)-1,3,4-thiadiazol-2-yl)imidazo[1,5-a]pyridine-6-sulfonamide CN1[C@H](CC1)C(=O)N1CCN(CC1)C=1C=2N(C=C(C1)S(=O)(=O)NC1(CC1)C)C(=NC2)C=2SC(=NN2)C(F)(F)F